((((3R,5R)-1-(tert-butoxycarbonyl)piperidine-3,5-diyl)bis(oxy))bis(2-oxoethane-2,1-diyl))bis(propane-2,1,3-triyl) tetranonanoate C(CCCCCCCC)(=O)OCC(COC(CCCCCCCC)=O)CC(=O)O[C@H]1CN(C[C@@H](C1)OC(CC(COC(CCCCCCCC)=O)COC(CCCCCCCC)=O)=O)C(=O)OC(C)(C)C